ClC=1C=C2C=CN(C2=C(C1)C1=C2C(=NC=C1)C=C(S2)CN2C(N(CC2=O)C2CC2)=O)CC2(CCNCC2)C#N 4-((5-Chloro-7-(2-((3-cyclopropyl-2,5-dioxoimidazolin-1-yl)methyl)thieno[3,2-b]pyridin-7-yl)-1H-indol-1-yl)methyl)piperidine-4-carbonitrile